N-(3-(2,6-dioxopiperidin-3-ylamino)-5-methylphenyl)acetamide O=C1NC(CCC1NC=1C=C(C=C(C1)C)NC(C)=O)=O